pentafluorobenzenesulfonic acid anion FC1=C(C(=C(C(=C1S(=O)(=O)[O-])F)F)F)F